FC1=C2C=C(NC2=C(C(=C1)F)F)C(=O)NC([2H])([2H])[2H] 4,6,7-trifluoro-N-methyl-d3-1H-indole-2-carboxamide